(2-fluoro-4-(pyrrolidin-3-yl)phenyl)-6-methoxy-N-(1-methylpiperidin-4-yl)benzo[d]imidazo[2,1-b]thiazole-7-carboxamide dihydrochloride Cl.Cl.FC1=C(C=CC(=C1)C1CNCC1)C=1N=C2SC3=C(N2C1)C=C(C(=C3)C(=O)NC3CCN(CC3)C)OC